OC1(CC(C1)NCC=1N=C2N(C(C1C)=O)C=CC=C2)C ((((1r,3r)-3-hydroxy-3-methylcyclobutyl)amino)methyl)-3-methyl-4H-pyrido[1,2-a]pyrimidin-4-one